6-(3-isopropyl-5-(1-((1-methyl-1H-1,2,4-triazol-3-yl)methyl)piperidin-4-yl)-1H-indol-2-yl)-8-methyltetrazolo[1,5-a]pyridine C(C)(C)C1=C(NC2=CC=C(C=C12)C1CCN(CC1)CC1=NN(C=N1)C)C=1C=C(C=2N(C1)N=NN2)C